CC1(CCC(CC1)N1C[C@H](NCC1)C1=C(C=CC=C1)C)O (1s,4s)-1-methyl-4-[(3R)-3-(2-methylphenyl)piperazin-1-yl]cyclohexan-1-ol